3-methyl-3-((methylamino)methyl)-6-(pyrimidin-4-ylamino)-2,3-dihydro-imidazo[1,5-a]pyridine-1,5-dione CC1(NC(C=2N1C(C(=CC2)NC2=NC=NC=C2)=O)=O)CNC